C(CC(C(=O)O)CCCCCCCCCCC(=O)O)C(C(=O)O)CCCCCCCCCCC(=O)O.C(C(=C)C)(=O)OCCC[Si](OC)(OC)OC 3-Methacryloxypropyl-trimethoxysilane ethylenebis-tridecanedioate